tert-butyl (Z)-(2-(3-fluoro-4-(1-(3-fluoro-1-(tetrahydro-2H-pyran-2-yl)-1H-indazol-5-yl)-2-phenylbut-1-en-1-yl)phenoxy)ethyl)carbamate FC=1C=C(OCCNC(OC(C)(C)C)=O)C=CC1\C(=C(\CC)/C1=CC=CC=C1)\C=1C=C2C(=NN(C2=CC1)C1OCCCC1)F